(3S)-3-(2-oxopropyl)pyrrolidine-1-carboxylic acid tert-butyl ester C(C)(C)(C)OC(=O)N1C[C@@H](CC1)CC(C)=O